(R)-(1,3-Dimethyl-azetidin-3-yl)-(4-isopropyl-phenyl)-{5-[5-(2-methoxy-1,1-dimethyl-ethyl)-[1,2,4]oxadiazol-3-yl]-pyridin-3-yl}-methanol CN1CC(C1)(C)[C@@](O)(C=1C=NC=C(C1)C1=NOC(=N1)C(COC)(C)C)C1=CC=C(C=C1)C(C)C